7-(1-(adamantan-1-ylmethyl)-5-methyl-1H-pyrazol-4-yl)-3-(4-(benzo[d]thiazol-2-ylamino)phenyl)imidazo[1,2-a]pyridine-8-carboxylic acid methyl ester COC(=O)C=1C=2N(C=CC1C=1C=NN(C1C)CC13CC4CC(CC(C1)C4)C3)C(=CN2)C2=CC=C(C=C2)NC=2SC3=C(N2)C=CC=C3